1-(4-chlorobutanoyl)-1H-pyrazol ClCCCC(=O)N1N=CC=C1